4-AMINOBUTYLTRIETHOXYSILAN NCCCC[Si](OCC)(OCC)OCC